2,2',2''-nitrilotriacetonitrile N(CC#N)(CC#N)CC#N